tert-butyl ((4-(3-hydroxypiperidin-1-yl)-1-(4-(trifluoromethoxy)phenyl)-1H-pyrazolo[3,4-b]pyridin-3-yl)methyl)carbamate OC1CN(CCC1)C1=C2C(=NC=C1)N(N=C2CNC(OC(C)(C)C)=O)C2=CC=C(C=C2)OC(F)(F)F